ClC=1N=C(C2=C(N1)CN(CC2)C(=O)OC(C)(C)C)Cl t-butyl 2,4-dichloro-5,8-dihydropyrido[3,4-d]pyrimidine-7(6H)-carboxylate